(S)-benzyl (3-hydroxy-1-oxo-1-((1-(m-tolyl)-1H-benzo[d][1,2,3]triazol-6-yl)amino)propan-2-yl)carbamate OC[C@@H](C(NC=1C=CC2=C(N(N=N2)C=2C=C(C=CC2)C)C1)=O)NC(OCC1=CC=CC=C1)=O